(4S)-5,5-difluoro-1-(5,6,7,8-tetrahydroquinolin-8-yl)-3-((trifluoromethyl)sulfonyl)-4,5,6,7-tetrahydro-1H-indol-4-ol FC1([C@H](C=2C(=CN(C2CC1)C1CCCC=2C=CC=NC12)S(=O)(=O)C(F)(F)F)O)F